C(=C)C1=CC=C(C=C1)CCCO 3-(4-Vinylphenyl)-1-propanol